C(C)(=O)O[C@@H](C(=O)[O-])C1=CC=CC=C1 (R)-2-acetoxy-2-phenylacetate